7-methoxy-4-(pyridin-2-ylethynyl)isoquinoline COC1=CC=C2C(=CN=CC2=C1)C#CC1=NC=CC=C1